C(C)(=O)C=1C=CC=C2C=C(NC12)C(=O)O 7-ACETYL-2-INDOLECARBOXYLIC ACID